2,5,7-trimethylquinoline CC1=NC2=CC(=CC(=C2C=C1)C)C